ClC1=NC=CC(=C1[N+](=O)[O-])C(C(=O)OCC)C#N ethyl 2-(2-chloro-3-nitropyridin-4-yl)-2-cyanoacetate